benzyl (2R,4S)-4-((tert-butyldimethylsilyl)oxy)-2-(chlorocarbonyl)pyrrolidine-1-carboxylate [Si](C)(C)(C(C)(C)C)O[C@H]1C[C@@H](N(C1)C(=O)OCC1=CC=CC=C1)C(=O)Cl